(S)-N-(2-(2-cyanopyrrolidin-1-yl)-2-oxoethyl)-6-(3-(pent-4-ynamido)propoxy)quinoline-4-carboxamide C(#N)[C@H]1N(CCC1)C(CNC(=O)C1=CC=NC2=CC=C(C=C12)OCCCNC(CCC#C)=O)=O